O=C1NC(CCC1C1=CC=C(C=C1)C1CCN(CC1)CC=1C=C(C=CC1)C1=CC=2C(=C(N=NC2N[C@H](C)C=2C(=C(C#N)C=CC2)C)C)C=N1)=O 3-((1R)-1-((7-(3-((4-(4-(2,6-Dioxopiperidin-3-yl)phenyl)piperidin-1-yl)methyl)-phenyl)-4-methylpyrido[3,4-d]pyridazin-1-yl)amino)ethyl)-2-methylbenzonitrile